O1C(=NC2=C1C=CC=C2)C=2C=C(C=CC2)N2C(N=C(C1=C2N=C(S1)C1CC1)N(C)C)=O 4-[3-(1,3-Benzooxazol-2-yl)phenyl]-2-cyclopropyl-7-(dimethylamino)-[1,3]thiazolo[4,5-d]pyrimidin-5-one